(6-(1H-pyrrolo[2,3-b]pyridin-3-yl)quinazolin-4-yl)piperidine-4-carboxylic acid N1C=C(C=2C1=NC=CC2)C=2C=C1C(=NC=NC1=CC2)N2CCC(CC2)C(=O)O